(6S)-4-(7-Chloro-8-fluoro-2-((hexahydro-1H-pyrrolo[2,1-c][1,4]oxazin-6-yl)methoxy)pyrido[4,3-d]pyrimidin-4-yl)-6-methyl-1,4-oxazepan-6-ol ClC1=C(C=2N=C(N=C(C2C=N1)N1CCOC[C@](C1)(O)C)OCC1CCC2COCCN21)F